[Sn].CS(=O)(=O)O methylsulfonic acid tin